NC=1N(N=C2CN(CCC21)C(=O)OCC2=CC=CC=C2)C(=O)C2CCNC1=CC=CC=C21 benzyl 3-amino-2-(1,2,3,4-tetrahydro-quinoline-4-carbonyl)-4,5-dihydro-2H-pyrazolo[3,4-c]pyridine-6(7H)-carboxylate